bis-(isocyanatomethyl)cyclohexane C1CCC(CC1)(CN=C=O)CN=C=O